CC1(OB(OC1(C)C)C=1C=C(C=C(C1)B1OC(C(O1)(C)C)(C)C)N1C2=CC=C(C=C2C=2C=C(C=CC12)C(C)(C)C)C(C)(C)C)C 9-(3,5-bis(4,4,5,5-tetramethyl-1,3,2-dioxaborolane-2-yl)phenyl)-3,6-di-tert-butyl-9H-carbazole